4-(5-chloro-2-(1H-tetrazol-1-yl)phenyl)-5-methoxy-2-oxopyridin ClC=1C=CC(=C(C1)C1=CC(NC=C1OC)=O)N1N=NN=C1